N-(3-cyclopentylpropyl)-4-methoxybenzenesulfonamide C1(CCCC1)CCCNS(=O)(=O)C1=CC=C(C=C1)OC